(R)-2-(3-((6-(2-Hydroxy-4-(trifluoromethyl)phenyl)-5-methylpyridazin-3-yl)amino)piperidin-1-yl)-1-(piperazin-1-yl)ethan-1-one OC1=C(C=CC(=C1)C(F)(F)F)C1=C(C=C(N=N1)N[C@H]1CN(CCC1)CC(=O)N1CCNCC1)C